N1(C=CCC1)C(=O)N Pyrrolinamide